NC=1C=C(C(=C(C1)C(C)NC=1C2=C(C(NN1)=O)C=NC(=C2)Cl)F)C(F)F 1-((1-(5-amino-3-(difluoromethyl)-2-fluorophenyl)ethyl)amino)-7-chloro-pyrido[3,4-d]pyridazin-4(3H)-one